OC=1C=C(C=CC1)B(O)O (3-hydroxyphenyl)boronic acid